FC1=CC=C(C=C1)C=1N=C(NC1C1=CC=NC=C1)C1=CC=C(C=C1)S(=O)C 4-[4-(4-fluorophenyl)-2-[4-(methylsulfinyl)-phenyl]-1H-imidazol-5-yl]pyridine